C(=O)C1CCN(CC1)CCNC(C)=O N-[2-(4-FORMYLPIPERIDIN-1-YL)ETHYL]ACETAMIDE